Cl.FC1=CC=2N(C=C1N)C=C(N2)C 7-fluoro-2-methylimidazo[1,2-a]pyridin-6-amine hydrochloride